S(=O)(=O)(O)O.FC1=C(C=C(C=C1)F)[C@@H]1N(CCC1)C1=NC=2N(C=C1)N=CC2NC(=O)N2C[C@H](CC2)O (S)-N-(5-((R)-2-(2,5-difluorophenyl)-pyrrolidin-1-yl)-pyrazolo[1,5-a]pyrimidin-3-yl)-3-hydroxypyrrolidine-1-carboxamide hydrogen sulfate salt